5-trifluoromethyl-2,4-dichloropyrimidine FC(C=1C(=NC(=NC1)Cl)Cl)(F)F